(R)-1,1-Difluoro-1-(2-fluoro-3-(1-((6-(2-methoxyethoxy)-2-methylquinazoline-4-yl)amino)ethyl)phenyl)-2-methylpropan-2-ol FC(C(C)(O)C)(C1=C(C(=CC=C1)[C@@H](C)NC1=NC(=NC2=CC=C(C=C12)OCCOC)C)F)F